(S)-N-(5-(2,4-difluorophenoxy)pyrazin-2-yl)-2-(4-(5-(2-hydroxyethoxy)pyrazine-2-carbonyl)-3,3-dimethylpiperazin-1-yl)propanamide FC1=C(OC=2N=CC(=NC2)NC([C@H](C)N2CC(N(CC2)C(=O)C2=NC=C(N=C2)OCCO)(C)C)=O)C=CC(=C1)F